trioctyl-amine C(CCCCCCC)N(CCCCCCCC)CCCCCCCC